(R/S)-3-hydroxypiperidine hydrochloride Cl.O[C@H]1CNCCC1 |r|